C(CCCCC(C)C)(=O)O.C=CC1=CC=CC=C1 styrene isooctanoate